CC1(CN(C1)CC(=O)NC=1C=C(C(=NC1)C)NC(=O)C=1C=NN2C1SC(=C2)C=2C=NN(C2)C=2C=NC=CC2)C N-(5-(2-(3,3-dimethylazetidin-1-yl)acetamido)-2-methylpyridin-3-yl)-2-(1-(pyridin-3-yl)-1H-pyrazol-4-yl)pyrazolo[5,1-b]thiazole-7-carboxamide